CC1=C(C=C(C=C1)O)C1=NC=CC(=N1)NC1=NC(=NC=C1)NC1=CC=C(C=C1)N1CCOCC1 4-methyl-3-[4-[[2-(4-morpholinoanilino)pyrimidin-4-yl]amino]pyrimidin-2-yl]phenol